cis-3-amino-1-benzyl-4-(hydroxymethyl)pyrrolidin-2-one N[C@@H]1C(N(C[C@@H]1CO)CC1=CC=CC=C1)=O